C(C=C)O[SiH](C1=C(C=C(C=C1C(C)C)C(C)C)C(C)C)C allyloxy-methyl-(2,4,6-tri-isopropylphenyl)silane